CC1=NC=CC=C1S(=O)(=O)N1CC2(C1)CN(C2)CC2CCOCC2 2-((2-methylpyridin-3-yl)sulfonyl)-6-((tetrahydro-2H-pyran-4-yl)methyl)-2,6-diazaspiro[3.3]heptane